N1=CN=CC(=C1)C=CO 2-(pyrimidine-5-yl)vinyl alcohol